CN1C(N(C2=C1C(=CC=C2)OCCCNC)C2C(NC(CC2)=O)=O)=O 3-{3-methyl-4-[3-(methylamino)propoxy]-2-oxo-1,3-benzodiazol-1-yl}piperidine-2,6-dione